C(CCC\C=C/CC)OC(CCC(=O)OCCCCCCN(CC(CCCCCC(=O)OCCCCCCCCC)O)CC)OCCCC\C=C/CC nonyl 8-((6-((4,4-bis(((Z)-oct-5-en-1-yl)oxy)butanoyl)oxy)hexyl)(ethyl)amino)-7-hydroxyoctanoate